2-amino-3-methyl-4,5-dichlorobenzoic acid NC1=C(C(=O)O)C=C(C(=C1C)Cl)Cl